S1C2=C(C=C1)C=C(C=C2)CNC(=O)[C@@H]2CN(CCC2)C=2C=1C(N=CN2)=CN(N1)C1=CC(=C(C=C1)C)F (S)-N-(benzo[b]thiophen-5-ylmethyl)-1-(2-(3-fluoro-4-methylphenyl)-2H-pyrazolo[4,3-d]pyrimidin-7-yl)piperidine-3-carboxamide